[2-(5,6,7,8-tetrahydroimidazo[1,2-a]pyrazin-3-yl)ethynyl]benzonitrile N=1C=C(N2C1CNCC2)C#CC2=C(C#N)C=CC=C2